bis(cyclopentadienyl)bis[2,6-difluoro-3-(2,2-dimethyl-3-ethoxypropionylamino)phenyl]titanium C1(C=CC=C1)[Ti](C1=C(C(=CC=C1F)NC(C(COCC)(C)C)=O)F)(C1=C(C(=CC=C1F)NC(C(COCC)(C)C)=O)F)C1C=CC=C1